9-(1-((6-chloro-2-(1-methyl-1H-1,2,4-triazol-3-yl)pyridin-3-yl)amino)ethyl)-3-(1-((S)-2-hydroxypropyl)azetidin-3-yl)-4,7-dimethyl-3,4-dihydro-5H-pyrazolo[3,4-c]isoquinolin-5-one ClC1=CC=C(C(=N1)C1=NN(C=N1)C)NC(C)C=1C=2C3=C(N(C(C2C=C(C1)C)=O)C)N(N=C3)C3CN(C3)C[C@H](C)O